FC=1C=C2C=CN(C2=CC1)C(CNC(OC(C)(C)C)=O)=O tert-butyl (2-(5-fluoro-1H-indol-1-yl)-2-oxoethyl)carbamate